C1(=CC=CC=C1)P(O)(O)=O.C=O formaldehyde phenylphosphonate